(2S)-N-methyl-N-(4-methyl-2,3-dihydropyrido[3,2-b][1,4]oxazin-6-yl)pyrrolidine-2-carboxamide hydrochloride Cl.CN(C(=O)[C@H]1NCCC1)C=1C=CC=2OCCN(C2N1)C